FC1(CCC(CC1)CC(=O)NCC1=CC(=NC=C1F)OCC(F)(F)F)F 2-(4,4-Difluorocyclohexyl)-N-((5-fluoro-2-(2,2,2-trifluoroethoxy)pyridin-4-yl)methyl)acetamide